N=C1SC=CN1C1=C(CNC(OC(C)(C)C)=O)C=CC=C1 tert-butyl 2-(2-iminothiazol-3(2H)-yl)benzylcarbamate